(2s,4s)-4-phenylpyrrolidine-1,2-dicarboxylic acid 2-benzyl ester 1-(tert-butyl) ester C(C)(C)(C)OC(=O)N1[C@@H](C[C@H](C1)C1=CC=CC=C1)C(=O)OCC1=CC=CC=C1